N=1C=NN2C1C=C(C=C2)OC2=C(C=C(C=C2)NC2=NC=NC1=C3C(=C(C=C21)OC2CC1CCC(C2)N1C(C=C)=O)OCC3)C 1-(exo-3-((4-((4-([1,2,4]Triazolo[1,5-a]pyridin-7-yloxy)-3-methylphenyl)amino)-8,9-dihydrofuro[2,3-h]quinazolin-6-yl)oxy)-8-azabicyclo[3.2.1]octan-8-yl)prop-2-en-1-one